2-((S,6E,10E)-3-hydroxy-3,7,11,15-tetramethylhexadeca-6,10,14-trien-1-yl)-3,5,6-trimethylbenzene-1,4-diol O[C@](CCC1=C(C(=C(C(=C1C)O)C)C)O)(CC\C=C(\CC\C=C(\CCC=C(C)C)/C)/C)C